5-((4-(3-(6-(4-Amino-4-methylpiperidin-1-yl)-1H-pyrazolo[3,4-b]pyrazin-3-yl)-2-Chlorophenyl)piperazin-1-yl)methyl)-6-bromo-2-(2,6-dioxopiperidin-3-yl)isoindoline-1,3-dione NC1(CCN(CC1)C1=CN=C2C(=N1)NN=C2C=2C(=C(C=CC2)N2CCN(CC2)CC=2C=C1C(N(C(C1=CC2Br)=O)C2C(NC(CC2)=O)=O)=O)Cl)C